r-butyraldehyde C(CCC)=O